COC=1C=C(C=CC1OC)C(COC1=C(C=CC=C1)OC)=O 1-(3,4-dimethoxyphenyl)-2-(2-methoxyphenoxy)ethan-1-one